tert-butyl 2-(3-methoxy-3-oxopropyl)-7,8-dihydro-4H-pyrazolo[1,5-a][1,4]diazepine-5(6H)-carboxylate COC(CCC1=NN2C(CN(CCC2)C(=O)OC(C)(C)C)=C1)=O